6-[Cyclohexyl(methyl)amino]-2-[(2R)-3-(3,4-dihydro-1H-isochinolin-2-yl)-2-hydroxypropyl]-3,4-dihydroisochinolin-1-on C1(CCCCC1)N(C=1C=C2CCN(C(C2=CC1)=O)C[C@@H](CN1CC2=CC=CC=C2CC1)O)C